ClC1=CC=C(C(=N1)C(=O)N)O[C@H](C)C=1C=C(C=C2C(C(=C(OC12)C=1C=C2C=CC(=NC2=CC1)OC)C)=O)C 6-Chloro-3-[(1R)-1-[2-(2-methoxy-6-quinolyl)-3,6-dimethyl-4-oxo-chromen-8-yl]ethoxy]pyridine-2-carboxamide